8-(2,4-dioxotetrahydropyrimidin-1(2H)-yl)-6-methyl-1,2,4,4a,5,6-hexahydro-3H-pyrazino[1,2-a]quinoxaline-3-carboxylic acid tert-butyl ester C(C)(C)(C)OC(=O)N1CC2N(C3=CC=C(C=C3N(C2)C)N2C(NC(CC2)=O)=O)CC1